N-(5-(2-ethyl-6-methylbenzo[d]oxazol-5-yl)pyridin-2-yl)-3,5-difluoroisonicotinamide C(C)C=1OC2=C(N1)C=C(C(=C2)C)C=2C=CC(=NC2)NC(C2=C(C=NC=C2F)F)=O